FC1=C(OCCCCCN2CCN(CC2)C=2C=C3CN(C(C3=CC2)=O)C2C(NC(CC2)=O)=O)C=CC(=C1)C1C(COC2=CC(=CC=C12)O)C1=C(C=C(C=C1)F)C 3-(5-(4-(5-(2-fluoro-4-(3-(4-fluoro-2-methylphenyl)-7-hydroxychroman-4-yl)phenoxy)pentyl)piperazin-1-yl)-1-oxoisoindolin-2-yl)piperidine-2,6-dione